4-(2-{[(2R,7aS)-2-fluoro-hexahydro-1H-pyrrolizin-7a-yl]methoxy}-8-fluoro-4-{6-oxa-3-azabicyclo[3.2.1]octan-3-yl}pyrido[4,3-d]pyrimidin-7-yl)-5-ethynyl-6-fluoronaphthalen-2-ol F[C@@H]1C[C@@]2(CCCN2C1)COC=1N=C(C2=C(N1)C(=C(N=C2)C2=CC(=CC1=CC=C(C(=C21)C#C)F)O)F)N2CC1COC(C2)C1